2-chloro-6,7-dimethoxy-N-methyl-N-(piperidin-4-yl)quinazolin-4-amine ClC1=NC2=CC(=C(C=C2C(=N1)N(C1CCNCC1)C)OC)OC